tert-butyl 3,5-diamino-1H-pyrazole-4-carboxylate NC1=NNC(=C1C(=O)OC(C)(C)C)N